(3S)-3-(9H-fluoren-9-ylmethoxycarbonyl-amino)-4,4,4-trifluorobutanoic acid C1=CC=CC=2C3=CC=CC=C3C(C12)COC(=O)N[C@@H](CC(=O)O)C(F)(F)F